C(C)(=O)N[C@H]1[C@@H](O[C@@H]([C@H]([C@@H]1O)O)CO)NC(C(F)(F)Br)=O N-((2R,3R,4R,5S,6R)-3-acetamido-4,5-dihydroxy-6-(hydroxymethyl)tetrahydro-2H-pyran-2-yl)-2-bromo-2,2-difluoroacetamide